C(C)(C)(C)OC(=O)NC(C(=O)O)C1=CC(=CC=C1)C(F)(F)F 2-{[(tert-butoxy)carbonyl]amino}-2-[3-(trifluoromethyl)phenyl]acetic acid